ClC=1C=C(C(=O)NC2=NNC=C2C(=O)NCC2=C(C=CC=C2)C(F)(F)F)C=C(C1O)Cl 3-(3,5-dichloro-4-hydroxybenzoylamino)-N-(2-(trifluoromethyl)benzyl)-1H-pyrazole-4-carboxamide